(1,4-Oxazepan-2-yl)methanol O1C(CNCCC1)CO